4-Benzyloxymethyl-1-{4-[5-(3-chloro-4-isobutylphenyl)-[1,2,4]-oxadiazol-3-yl]-benzyl}piperidine-4-carboxylic acid C(C1=CC=CC=C1)OCC1(CCN(CC1)CC1=CC=C(C=C1)C1=NOC(=N1)C1=CC(=C(C=C1)CC(C)C)Cl)C(=O)O